NC1=NC=C(C=C1OC=1C=C(C(=NC1)OCC1=CC=C(C#N)C=C1)OC)Cl 4-(((5-((2-amino-5-chloropyridin-3-yl)oxy)-3-methoxypyridin-2-yl)oxy)methyl)benzonitrile